C(#N)N[S@](=O)(=NC(NC1=C2CCCC2=CC=C1C1=CC(=NC=C1)OC)=O)C=1C=NN2C1OCC(C2)(C)C (R)-N-cyano-N'-((5-(2-methoxypyridin-4-yl)-2,3-dihydro-1H-inden-4-yl)carbamoyl)-6,6-dimethyl-6,7-dihydro-5H-pyrazolo[5,1-b][1,3]oxazine-3-sulfonimidamide